(4-((3,3-difluoropyrrolidin-1-yl)methyl)phenyl)methanamine FC1(CN(CC1)CC1=CC=C(C=C1)CN)F